FC1(CCN(CC1)C1=NC(=CC(=N1)CO)C)F (2-(4,4-difluoropiperidin-1-yl)-6-methylpyrimidin-4-yl)methanol